6,7-dichloro-3-(1-(tetrahydro-2H-pyran-2-yl)-1H-pyrazol-4-yl)-1-((2-(trimethylsilyl)ethoxy)methyl)-1H-indole ClC1=CC=C2C(=CN(C2=C1Cl)COCC[Si](C)(C)C)C=1C=NN(C1)C1OCCCC1